N,N-dimethyl-1-(3-methyl-2-(2-(2-(1-methyl-1H-pyrazol-4-yl)ethoxy)-6-morpholinopyrimidin-4-yl)-2H-indazol-5-yl)methanamine CN(CC1=CC2=C(N(N=C2C=C1)C1=NC(=NC(=C1)N1CCOCC1)OCCC=1C=NN(C1)C)C)C